C1=C(C=CC2=CC=CC=C12)C1=CC=C(N=N1)NC1[C@@H]2CN(C[C@H]12)CC1CCOCC1 (1r,5s,6s)-N-[6-(2-naphthyl)pyridazin-3-yl]-3-(tetrahydropyran-4-ylmethyl)-3-azabicyclo[3.1.0]hexane-6-amine